2-[4-(3-pyridyl)butoxy]pyridine-3-carboxamide N1=CC(=CC=C1)CCCCOC1=NC=CC=C1C(=O)N